dimethyl-pentadecanamide CC(C(=O)N)(CCCCCCCCCCCCC)C